C(C)(C)(C)N(C(=O)OCC=1C(=NC(=NC1)SC)NC1CCCCC1)C1CC2=C(SC=C2)C1=O (4-(cyclohexylamino)-2-(methylthio)pyrimidin-5-yl)methanol tert-butyl(6-oxo-5,6-dihydro-4H-cyclopenta[b]thiophen-5-yl)carbamate